N-(thiophen-2-ylmethyl)quinazolin-4-amine S1C(=CC=C1)CNC1=NC=NC2=CC=CC=C12